C1(=CC=CC=C1)OC(=O)N1C[C@@H](CC=C1)C1=CC=C(C=C1)C Phenyl-(S)-3-(p-tolyl)-3,4-dihydropyridine-1(2H)-carboxylate